3-(2-aminoethylammonio)propylmethyldiethoxysilane NCC[NH2+]CCC[Si](OCC)(OCC)C